3-(2'-ethyl-3-(hydroxymethyl)biphenyl-4-yl)pyrrolidin C(C)C1=C(C=CC=C1)C1=CC(=C(C=C1)C1CNCC1)CO